C(C1=CC=CC=C1)OC1=C2C(=C(NC2=CC=C1)C)C1CNCC1 4-(benzyloxy)-2-methyl-3-(pyrrolidin-3-yl)-1H-indole